6-[[(3R)-1-[7-(ethylamino)-5-fluoro-3-methyl-2-oxo-indolin-3-yl]-3-piperidyl]amino]pyridine-3-sulfonyl fluoride C(C)NC=1C=C(C=C2C(C(NC12)=O)(C)N1C[C@@H](CCC1)NC1=CC=C(C=N1)S(=O)(=O)F)F